FC(C(C(C(F)(F)F)(F)F)(F)F)(S(=O)(=O)[O-])F.C(C)N1C=[N+](C=C1)C 1-ethyl-3-Methylimidazolium perfluorobutanesulfonate